OC(C(=O)OCCCCCCCCC)(C)C nonanyl α-hydroxyisobutyrate